1-hydroxy-5-methyl-3-(2-oxa-5-thiahex-6-ylsulfanyl)-6,7-dihydro-5H-cyclopenta[1,2-c]pyridine-4-carbonitrile OC1=NC(=C(C2=C1CCC2C)C#N)SCSCCOC